ClC1=NC(=NC(=C1)OC)N1CCC(CC1)(F)F 4-chloro-2-(4,4-difluoropiperidin-1-yl)-6-methoxypyrimidine